3,3-dimethyl-N-(4-methyl-1,1-dioxo-thian-4-yl)-2-oxo-1-[3-(trifluoromethoxy)phenyl]indoline-5-carboxamide CC1(C(N(C2=CC=C(C=C12)C(=O)NC1(CCS(CC1)(=O)=O)C)C1=CC(=CC=C1)OC(F)(F)F)=O)C